OC(CN1N=CC(=C1)C1=NN2C(O[C@@H](CC2)C)=C1C(=O)O)(C)C (5R)-2-[1-(2-Hydroxy-2-methyl-propyl)pyrazol-4-yl]-5-methyl-6,7-dihydro-5H-pyrazolo[5,1-b][1,3]oxazine-3-carboxylic acid